C1(=CC=CC=C1)C([C@@H](O)C1=CC=CC=C1)(O)C1=CC=CC=C1 (S)-(-)-1,1,2-triphenyl-1,2-ethandiol